N-phenyl-methacrylamide C1(=CC=CC=C1)NC(C(=C)C)=O